O1C(COCC1)COC1=CC(=C(C(=N1)CCC1=CC=C(OCC=2OC=C(N2)C(=O)O)C=C1)CC)O 2-((4-(2-(6-((1,4-Dioxan-2-yl)methoxy)-3-ethyl-4-hydroxypyridin-2-yl)ethyl)phenoxy)-methyl)oxazole-4-carboxylic acid